OC(CNC1=NC(=NC(=N1)NC1=CC(=NC=C1)C(F)(F)F)C1=C(C=CC=C1)O)(C)C (4-((2-hydroxy-2-methylpropyl)amino)-6-((2-(trifluoromethyl)pyridin-4-yl)amino)-1,3,5-triazin-2-yl)phenol